C1(CC1)C(=C)B1OC(C(O1)(C)C)(C)C 2-(1-cyclopropylvinyl)-4,4,5,5-tetramethyl-1,3,2-dioxaborole